C(C)(C)(C)OC(=O)N(C1=NN2C(CN(CCC2)C(=O)OC(C)(C)C)=C1Cl)C tert-butyl 2-((tert-butoxycarbonyl)(methyl)amino)-3-chloro-7,8-dihydro-4H-pyrazolo[1,5-a][1,4]diazepine-5(6H)-carboxylate